(E)-2-methyl-3-(4-(2-trifluoromethyl-4-cyanophenyl)thiophen-2-yl)acrylamide C/C(/C(=O)N)=C\C=1SC=C(C1)C1=C(C=C(C=C1)C#N)C(F)(F)F